(S)-4-(2-amino-3-methoxypropionylamino)benzoic acid tert-butyl ester C(C)(C)(C)OC(C1=CC=C(C=C1)NC([C@H](COC)N)=O)=O